1-(3-(aminomethyl)phenyl)-N-(5-((cyclopropylmethylamino)(2-hydroxyphenyl)methyl)-2-fluorophenyl)-3-(trifluoromethyl)-1H-pyrazole-5-carboxamide NCC=1C=C(C=CC1)N1N=C(C=C1C(=O)NC1=C(C=CC(=C1)C(C1=C(C=CC=C1)O)NCC1CC1)F)C(F)(F)F